C=1N=CCC2(C=CC=CC12)C(=O)[O-] isoquinoline-4a-carboxylate